tert-butyl ((3-cyano-1,5,5-trimethyl-4-oxocyclohex-2-en-1-yl)methyl)(methyl)carbamate C(#N)C1=CC(CC(C1=O)(C)C)(C)CN(C(OC(C)(C)C)=O)C